(R)-5-(3,5-difluorophenyl)-N-(piperidin-3-yl)-3-ureidothiophene-2-carboxamide FC=1C=C(C=C(C1)F)C1=CC(=C(S1)C(=O)N[C@H]1CNCCC1)NC(=O)N